C1C[C@@H](NC1)C(=O)O The molecule is the D-enantiomer of proline. It has a role as a mouse metabolite. It is a D-alpha-amino acid and a proline. It is a conjugate base of a D-prolinium. It is a conjugate acid of a D-prolinate. It is an enantiomer of a L-proline. It is a tautomer of a D-proline zwitterion.